ClC=1C=C(C=CC1OCC1=NC=CC=C1)NC1=CC(=NC2=CC(=C(C=C12)N)OCC)CC N4-(3-chloro-4-(pyridin-2-ylmethoxy)phenyl)-7-ethoxy-2-ethylquinoline-4,6-diamine